trans-4-[(3,5-difluorobenzyl)oxy]cyclohexane-1-carboxylic acid ethyl ester C(C)OC(=O)[C@@H]1CC[C@H](CC1)OCC1=CC(=CC(=C1)F)F